tert-butyl 3-(chloromethyl)-1-(4-isopropylphenyl)-1,4,6,7-tetrahydro-5H-pyrazolo[4,3-c]pyridine-5-carboxylate ClCC1=NN(C2=C1CN(CC2)C(=O)OC(C)(C)C)C2=CC=C(C=C2)C(C)C